ClC1=CC2=C(N(C(N=C2N2C(CNCC2)C)=O)C=2C(=NC=CC2C)C(C)C)N=C1C1=C(C=CC=C1)F 6-chloro-7-(2-fluorophenyl)-1-(2-isopropyl-4-methylpyridin-3-yl)-4-(2-methylpiperazin-1-yl)pyrido[2,3-d]pyrimidin-2(1H)-one